ClCC(=O)N1CCC(CCC1)(C(F)(F)F)O 2-chloro-1-(4-hydroxy-4-(trifluoromethyl)azepan-1-yl)ethanone